ClC1=C(C=CC=C1)C1=NN(C=C1C(=O)NCCC1OCCC1)C 3-(2-Chlorophenyl)-1-methyl-N-(2-(tetrahydrofuran-2-yl)ethyl)-1H-pyrazol-4-carboxamid